C1(=CC=CC=C1)N1C2=CC=CC=C2C=2C=C3C(=CC12)C(C1=CC=CC=C13)(C1=CC=CC=C1)C1=CC=CC=C1 5,7-dihydro-5,7,7-triphenylindeno[2,1-b]carbazole